6-(Hydroxymethyl)thian-3,4,5-triol OCC1C(C(C(CS1)O)O)O